N-(tetrahydropyran-4-yl)nicotinamide O1CCC(CC1)NC(C1=CN=CC=C1)=O